ClC1=CC=C(OCC(C)O)C=C1 1-(4-chloro-phenoxy)-propane-2-ol